tert-butyl (2S,4S)-2-phenyl-4-(2,2,2-trifluoro-N-(pyridin-2-ylmethyl)acetamido)piperidine-1-carboxylate C1(=CC=CC=C1)[C@H]1N(CC[C@@H](C1)N(C(C(F)(F)F)=O)CC1=NC=CC=C1)C(=O)OC(C)(C)C